CN1N=CC2=CC(=CC=C12)C(=O)NC1=CC2=C(NC(=N2)CN2CC(CC2)CCNC(OC(C)(C)C)=O)C=C1 tert-butyl (2-(1-((5-(1-methyl-1H-indazole-5-carboxamido)-1H-benzo[d]imidazol-2-yl)methyl)pyrrolidin-3-yl)ethyl)carbamate